N-[1-[5-Chloro-2-[4-[[dimethyl(oxo)-λ6-sulfanylidene]amino]anilino]-pyrimidin-4-yl]indol-4-yl]propanamide ClC=1C(=NC(=NC1)NC1=CC=C(C=C1)N=S(=O)(C)C)N1C=CC2=C(C=CC=C12)NC(CC)=O